3-Octyl acetate C(C)(=O)OC(CC)CCCCC